(S)-N-(4-bromo-2-fluorobenzyl)-1-(2-(3-fluoro-4-methylphenyl)-2H-pyrazolo[3,4-d]pyrimidin-4-yl)piperidine-3-carboxamide BrC1=CC(=C(CNC(=O)[C@@H]2CN(CCC2)C=2C=3C(N=CN2)=NN(C3)C3=CC(=C(C=C3)C)F)C=C1)F